2,2,2-trifluoroethyl 4-[4-[[(2S)-1,4-dioxan-2-yl]methoxy]-1-methyl-2-oxo-6,7-dihydrobenzo[a]quinolizin-9-yl]piperidine-1-carboxylate O1[C@@H](COCC1)COC=1N2CCC3=C(C2=C(C(C1)=O)C)C=CC(=C3)C3CCN(CC3)C(=O)OCC(F)(F)F